(R)-3-(6'-hydroxy-2',4',6'-trimethyl-7'-oxo-6',7'-dihydrospiro[cyclopropane-1,5'-inden]-3'-yl)propyl (2-fluoroethyl)carbamate FCCNC(OCCCC1=C(C=C2C([C@](C3(C(=C12)C)CC3)(C)O)=O)C)=O